N1(CCNCC1)C1=C(CNC2=NC(=NC=3N2N=CC3)NC3CCOCC3)C=CC=C1 N4-(2-(piperazin-1-yl)benzyl)-N2-(tetrahydro-2H-pyran-4-yl)pyrazolo[1,5-a][1,3,5]triazine-2,4-diamine